5-(4-fluoro-2-methyl-1-(1-methylpiperidin-4-yl)-1H-benzo[d]imidazol-6-yl)-N-(6-(4-methylpiperazin-1-yl)pyridin-3-yl)-7H-pyrrolo[2,3-d]pyrimidin-2-amine FC1=CC(=CC=2N(C(=NC21)C)C2CCN(CC2)C)C2=CNC=1N=C(N=CC12)NC=1C=NC(=CC1)N1CCN(CC1)C